1-(1-(7,8-Difluoro-1-oxo-1,2-dihydroisoquinolin-4-yl)ethyl)-3-(4-fluorobenzyl)-1-methylurea FC1=CC=C2C(=CNC(C2=C1F)=O)C(C)N(C(=O)NCC1=CC=C(C=C1)F)C